4-((2-(6-methoxy-2-naphthyl)hydrazino)methyl)-N-isopropylbenzamide COC=1C=C2C=CC(=CC2=CC1)NNCC1=CC=C(C(=O)NC(C)C)C=C1